CC1CN(CCC1)C(=O)[O-] 3-methylpiperidine-1-carboxylate